Glycerylbehenate C(C(O)CO)OC(CCCCCCCCCCCCCCCCCCCCC)=O